(3R)-tert-butyl 3-((4-(6-(1,1,1-trifluoro-2-hydroxypropan-2-yl)imidazo[1,2-a]pyrazin-3-yl)pyrimidin-2-yl)amino)piperidine-1-carboxylate FC(C(C)(O)C=1N=CC=2N(C1)C(=CN2)C2=NC(=NC=C2)N[C@H]2CN(CCC2)C(=O)OC(C)(C)C)(F)F